phenanthro[9,10-c][1,2,5]selenadiazole N=1[Se]N=C2C1C1=CC=CC=C1C=1C=CC=CC12